triacontyl n-tetracosanoate C(CCCCCCCCCCCCCCCCCCCCCCC)(=O)OCCCCCCCCCCCCCCCCCCCCCCCCCCCCCC